palmitic acid dilinoleate C(CCCCCCC\C=C/C\C=C/CCCCC)(=O)O.C(CCCCCCC\C=C/C\C=C/CCCCC)(=O)O.C(CCCCCCCCCCCCCCC)(=O)O